FC1=C(N)C=CC(=C1C)OC1=CC2=C(N(N=N2)C([2H])([2H])[2H])C=C1 2-fluoro-3-methyl-4-((1-(methyl-d3)-1H-benzo[d][1,2,3]triazol-5-yl)-oxy)aniline